O[C@@]1(C(N(CC1)C)=O)C=1C=C(C=CC1)C=1N=C(SC1)C1=CN(C2=NC=C(C=C21)C(=O)OC)S(=O)(=O)C2=CC=C(C)C=C2 Methyl (R)-3-(4-(3-(3-hydroxy-1-methyl-2-oxopyrrolidin-3-yl)phenyl)thiazol-2-yl)-1-tosyl-1H-pyrrolo[2,3-b]pyridine-5-carboxylate